isostearyl eleostearate C(CCCCCCCC=CC=CC=CCCCC)(=O)OCCCCCCCCCCCCCCCC(C)C